C1(CC1)C1=C(C=C(C=N1)C1=CC(=C2C(=N1)N=C(N2)NC(=O)C2=CC=C(C=C2)CC(=O)OCC)N(C)CC2(CCCC2)COC)C(F)(F)F Ethyl 2-[4-({5-[6-cyclopropyl-5-(trifluoromethyl)pyridin-3-yl]-7-({[1-(methoxymethyl)cyclopentyl]methyl}(methyl)amino)-1H-imidazo[4,5-b]pyridin-2-yl}carbamoyl)phenyl]acetate